7-Pentadecenoic acid C(CCCCCC=CCCCCCCC)(=O)O